5-(cyclohexylamino)-2,7-naphthyridin-1-one C1(CCCCC1)NC1=C2C=CNC(C2=CN=C1)=O